5-tert-butyl 3-ethyl 6,7-dihydro-1H-pyrazolo[4,3-c]pyridine-3,5(4H)-dicarboxylate N1N=C(C=2CN(CCC21)C(=O)OC(C)(C)C)C(=O)OCC